4-(3-ethoxyphenyl)-3-fluorobenzoic acid C(C)OC=1C=C(C=CC1)C1=C(C=C(C(=O)O)C=C1)F